2-[4-(4-acetyl-4,7-diazaspiro[2.5]octan-7-yl)anilino]-4-[(7-ethyl-7-hydroxy-5,6-dihydrocyclopenta[b]pyridin-2-yl)amino]pyrimidine-5-carbonitrile C(C)(=O)N1C2(CC2)CN(CC1)C1=CC=C(NC2=NC=C(C(=N2)NC2=CC=C3C(=N2)C(CC3)(O)CC)C#N)C=C1